(R or S)-N-[2-(3,5-dimethyl-2-oxo-1,2-dihydropyridin-1-yl)-3-{[(CIS)-4-phenylcyclohexyl]oxy}propyl]methane-sulfonamide CC=1C(N(C=C(C1)C)[C@H](CNS(=O)(=O)C)CO[C@@H]1CC[C@@H](CC1)C1=CC=CC=C1)=O |o1:8|